fluorobutanesulfonic anhydride FC(CCC)S(=O)(=O)OS(=O)(=O)C(CCC)F